CC1=C(CC2=CC=C(C=C2)CCCC(=O)O)C=C(C=C1)[C@@H]1O[C@@H]([C@H]([C@@H]([C@H]1O)O)O)SC 4-(4-(2-methyl-5-((2S,3R,4R,5S,6R)-3,4,5-trihydroxy-6-(methylthio)tetrahydro-2H-pyran-2-yl)benzyl)phenyl)butanoic acid